Ethyl (R)-2-amino-5-(2-((6-amino-9H-purin-9-yl)methyl)-3,4-dichlorophenoxy)pentanoat N[C@@H](C(=O)OCC)CCCOC1=C(C(=C(C=C1)Cl)Cl)CN1C2=NC=NC(=C2N=C1)N